4-(2-((phenylmethyl)sulfonamido)-4-(4-(4-((6-(trifluoromethyl)pyridazin-3-yl)oxy)-phenyl)piperidine-1-carbonyl)phenyl)piperazin-1-ium chloride [Cl-].C1(=CC=CC=C1)CS(=O)(=O)NC1=C(C=CC(=C1)C(=O)N1CCC(CC1)C1=CC=C(C=C1)OC=1N=NC(=CC1)C(F)(F)F)N1CC[NH2+]CC1